C1(=CC=C(C=C1)C(=O)C(C(C(=O)O)(O)C(=O)C1=CC=C(C=C1)C)(O)C(=O)O)C.N1=CN=C(C2=C1NC=C2)C=2C=NN(C2)[C@H](CC#N)C2CCCC2 (R)-3-(4-(7H-pyrrolo[2,3-d]pyrimidin-4-yl)-1H-pyrazol-1-yl)-3-cyclopentylpropionitrile (2S,3S)-di-p-toluoyltartrate